OCCOC=1C=C2C=CC=C(C2=CC1)C1(C2=CC=CC=C2C=2C=CC=CC12)C1=CC=CC2=CC(=CC=C12)OCCO 9,9-bis[6-(2-hydroxyethoxy)naphthyl]fluorene